(2R,6S)-2-(2,3-difluorophenyl)-6-hydroxy-6-methyl-2-methylamino-cyclohexane-1-one hydrochloride Cl.FC1=C(C=CC=C1F)[C@]1(C([C@@](CCC1)(C)O)=O)NC